(2-(aminomethyl)-6-chloro-2-phenyl-2,3-dihydrobenzofuran-7-yl)-3-fluoro-4-methoxybenzamide NCC1(OC2=C(C1)C=CC(=C2C2=C(C(=O)N)C=CC(=C2F)OC)Cl)C2=CC=CC=C2